FC=1C=C(C=C(C1/C=N/O)F)B(O)O (E)-(3,5-difluoro-4-((hydroxyimino)methyl)phenyl)boronic acid